N-tert-Butylsulfonyl-6-[4-[[2-(hydroxyphenyl)phenyl]methyl]piperazin-1-yl]pyridazine-3-carboxamide C(C)(C)(C)S(=O)(=O)NC(=O)C=1N=NC(=CC1)N1CCN(CC1)CC1=C(C=CC=C1)C1=C(C=CC=C1)O